OC1=NOC(=C1)C(C(=O)OC)C(C)C methyl 2-(3-hydroxyisoxazol-5-yl)-3-methyl-butyrate